BrC=1C=C(C(=NC1)C(C(=O)OCC)C(=O)OCC)[N+](=O)[O-] diethyl 2-(5-bromo-3-nitropyridin-2-yl)malonate